C(C)(C)(C)OC(=O)N(CCC1=NC(=CC=C1[N+](=O)[O-])OC)CC1=C(C=CC(=C1F)F)NC1=C(C(=O)O)C=C(C(=C1)C(F)(F)F)F 2-((2-(((tert-butoxycarbonyl)(2-(6-methoxy-3-nitropyridin-2-yl)ethyl)amino)methyl)-3,4-difluorophenyl)amino)-5-fluoro-4-(trifluoromethyl)benzoic acid